N-(4-((4-methylpiperazin-1-yl)methyl)phenyl)-5-propionamido-1H-indazole-3-carboxamide CN1CCN(CC1)CC1=CC=C(C=C1)NC(=O)C1=NNC2=CC=C(C=C12)NC(CC)=O